O1C(=CC=C1)CNC1=NC(=NC2=CC=CC=C12)NCC1=CC(=CC=C1)OC N4-(furan-2-ylmethyl)-N2-(3-methoxybenzyl)quinazoline-2,4-diamine